7-[2-cyano-3-[[ethyl(methyl)sulfamoyl]amino]-6-fluoro-phenoxy]-2-[4-(1,4-diazepan-1-yl)pyrazol-1-yl]quinoxaline C(#N)C1=C(OC2=CC=C3N=CC(=NC3=C2)N2N=CC(=C2)N2CCNCCC2)C(=CC=C1NS(N(C)CC)(=O)=O)F